iron cyclopentaneate C1(CCCC1)C(=O)[O-].[Fe+2].C1(CCCC1)C(=O)[O-]